(benzene-1,2,4,5-tetra-yl)tetra-acetonitrile C1(=C(C=C(C(=C1)CC#N)CC#N)CC#N)CC#N